(3,3-difluoro-1-piperidinyl)(6-(2-methyl-2H-pyrazolo[3,4-b]pyridin-5-yl)-3-isoquinolinyl)methanone FC1(CN(CCC1)C(=O)C=1N=CC2=CC=C(C=C2C1)C1=CC=2C(N=C1)=NN(C2)C)F